(±)-4-amino-1-(sec-butyl)-3-methyl-1H-pyrazole-5-carboxylic acid ethyl ester C(C)OC(=O)C1=C(C(=NN1[C@H](C)CC)C)N |r|